BrC1=NOC(=C1)C1=C(C=CC=C1)O 2-(3-bromo-5-isoxazolyl)phenol